N-(5-((2-amino-5-chloropyridin-3-yl)oxy)-2-chlorophenyl)-3-methoxybenzamide NC1=NC=C(C=C1OC=1C=CC(=C(C1)NC(C1=CC(=CC=C1)OC)=O)Cl)Cl